1-(3-Cyclopropoxy-4-methoxystyryl)-2,6-dimethylpyridin-4(1H)-one C1(CC1)OC=1C=C(C=CN2C(=CC(C=C2C)=O)C)C=CC1OC